Trans-rac-1-(6-chloro-4-isopropyl-2,7-naphthyridin-1-yl)-2-methylazetidine-3-carboxylic acid ClC=1C=C2C(=CN=C(C2=CN1)N1[C@H]([C@@H](C1)C(=O)O)C)C(C)C |r|